cis-methyl 6-((3-(5-fluoropyridin-3-yl)-4-methylphenyl)carbamoyl)-6-azabicyclo[3.1.1]heptane-3-carboxylate FC=1C=C(C=NC1)C=1C=C(C=CC1C)NC(=O)N1C2CC(CC1C2)C(=O)OC